(S)-6-chloro-4-((2-hydroxy-1-phenylethyl)amino)nicotinic acid methyl ester COC(C1=CN=C(C=C1N[C@H](CO)C1=CC=CC=C1)Cl)=O